3-(methoxy-d3)-1-((2-(trimethylsilyl)ethoxy)methyl)-1H-pyrazol-4-amine C(OC1=NN(C=C1N)COCC[Si](C)(C)C)([2H])([2H])[2H]